2-Methyl-6-(2'-(((1-MethylAzinan-4-yl)amino)Methyl)-[1,1'-Biphenyl]-4-yl)-1H-benzo[d]Imidazol CC1=NC2=C(N1)C=C(C=C2)C2=CC=C(C=C2)C2=C(C=CC=C2)CNC2CCN(CC2)C